(R)-N-((5-chloro-6-(thiazol-4-ylmethoxy)-1H-indol-2-yl)methyl)tetrahydrofuran-3-carboxamide ClC=1C=C2C=C(NC2=CC1OCC=1N=CSC1)CNC(=O)[C@H]1COCC1